4-(bromomethyl)-3-chloropyridine BrCC1=C(C=NC=C1)Cl